5-methoxy-1-[trans-4-(pyridin-2-yloxy)cyclohexyl]-5,6-dihydro-4H-[1,2,4]triazolo[4,3-a][1]benzazepine COC1CC=2N(C3=C(C1)C=CC=C3)C(=NN2)[C@@H]2CC[C@H](CC2)OC2=NC=CC=C2